CC(CO)(CCCCCCCCC(CO)(C)C)C 2,2,11,11-tetramethyl-1,12-dodecanediol